3-[5-[1-[[4-(2-Aminoethoxy)cyclohexyl]methyl]-4-piperidyl]-3-methyl-2-oxo-benzimidazol-1-yl]piperidine-2,6-dione NCCOC1CCC(CC1)CN1CCC(CC1)C1=CC2=C(N(C(N2C)=O)C2C(NC(CC2)=O)=O)C=C1